OC1C(CN(CC1)C(=O)OC(C)(C)C)OC rac-tert-butyl 4-hydroxy-3-methoxypiperidine-1-carboxylate